C(C)(C)(C)OC(=O)N1CCC(CC1)C(C1=C(C=C(C=C1)OC)F)=O 4-(2-fluoro-4-methoxybenzoyl)piperidine-1-carboxylic acid tert-butyl ester